chloro-N-methyl-N-(3-(1-((trifluoromethyl)sulfonyl)-1,2,3,6-tetrahydropyridin-4-yl)phenyl)-[1,2,4]triazolo[4,3-a]quinazolin-5-amine ClC1=NN=C2N1C1=CC=CC=C1C(=N2)N(C2=CC(=CC=C2)C=2CCN(CC2)S(=O)(=O)C(F)(F)F)C